O=S1(NC(=CC=C1)COC1=NC=CC2=CC(=C(C=C12)OC(C)C)C(=O)N)=O 1-[(1,1-dioxido-1,2-thiazin-3-yl)methoxy]-7-(prop-2-yloxy)isoquinoline-6-carboxamide